(E)-1-(1-Ammonio-15-oxo-4,7,10-trioxa-14-azaoctadecan-18-yl)-4-((hydroxyimino)methyl)-pyridin-1-ium [NH3+]CCCOCCOCCOCCCNC(CCC[N+]1=CC=C(C=C1)/C=N/O)=O